3,7-dibromo-10-(oxiran-2-ylmethyl)-10H-benzo[b]pyrido[2,3-e][1,4]oxazine BrC1=CC2=C(N(C3=C(O2)C=C(C=C3)Br)CC3OC3)N=C1